ClC1=NC=C(C=N1)CN1C=CC=C2C1=NC(N(C2[O-])C2(CC2)C#N)[O-] 1-(8-((2-chloropyrimidin-5-yl)methyl)-2,4-dioxido-4,8-dihydropyrido[2,3-d]pyrimidin-3(2H)-yl)cyclopropane-1-carbonitrile